ClC1=NC=C(C(=C1)N1CCC(CC1)O)C#CC=1N=CN(C1)C 1-(2-chloro-5-(2-(1-methylimidazol-4-yl)ethynyl)-4-pyridinyl)piperidin-4-ol